COC(C[C@H](C#CC)C1=CC=C(C=C1)O[C@H](C)CCC)=O |&1:15| (3S)-3-{4-[(2R/S)-pentan-2-yloxy]phenyl}hex-4-ynoic acid methyl ester